monoethyl-cyclobutane-1,1-dicarboxylic acid C(C)C1CC(C1)(C(=O)O)C(=O)O